5-(4-aminocyclohexyloxy)-7-morpholino-quinazoline-4-carbonitrile NC1CCC(CC1)OC1=C2C(=NC=NC2=CC(=C1)N1CCOCC1)C#N